C[C@@H](C(=O)O)N ALPHA-ALANINE